[1,2]diazepin N1N=CC=CC=C1